N(S(=O)(=O)C(F)(F)F)S(=O)(=O)C(F)(F)F.[Rb] rubidium triflimide